BrC1=C(CN2N=C3C(N=NN(C3=O)C3CCOCC3)=C2)C(=CC=C1)F 6-(2-bromo-6-fluorobenzyl)-3-(tetrahydro-2H-pyran-4-yl)-3,6-dihydro-4H-pyrazolo[4,3-d][1,2,3]triazin-4-one